C(C)(C)N1N=C(C=C1C1[C@H]2CC(C[C@@H]12)=O)C(F)(F)F (1R,5S,6r)-6-(1-isopropyl-3-(trifluoromethyl)-1H-pyrazol-5-yl)bicyclo[3.1.0]hexan-3-one